2-hydroxyethyl (S)-((4-ethyl-8-fluoro-4-hydroxy-9-methyl-3,14-dioxo-3,4,12,14-tetrahydro-1H-pyrano[3',4':6,7]indolizino-[1,2-b]quinolin-11-yl)methyl)-carbamate C(C)[C@]1(C(OCC=2C(N3CC=4C(=NC=5C=C(C(=CC5C4CNC(OCCO)=O)C)F)C3=CC21)=O)=O)O